(R)-6-(6-amino-5-(difluoromethyl)pyridin-2-yl)-2-(5-(difluoromethoxy)-4-((6-oxo-5-(trifluoromethyl)-1,6-dihydropyridazin-4-yl)amino)pentyl)-7-fluoroisoquinolin-1(2H)-one NC1=C(C=CC(=N1)C=1C=C2C=CN(C(C2=CC1F)=O)CCC[C@H](COC(F)F)NC=1C=NNC(C1C(F)(F)F)=O)C(F)F